C(C)(=O)N1CCN(CC1)C(=O)C=1N=C(SC1)NC(=O)C1=C(OC(=C1)C1=CC(=CC=C1)C(F)(F)F)C N-(4-(4-acetylpiperazine-1-carbonyl)thiazol-2-yl)-2-methyl-5-(3-(trifluoromethyl)phenyl)furan-3-carboxamide